4-(dimethylsulfamoyl)naphthoic acid CN(S(=O)(=O)C1=CC=C(C2=CC=CC=C12)C(=O)O)C